cyclopropyl 4-amino-7-chloro-2-oxo-1-phenyl-1,2-dihydroquinolin-3-carboxylate NC1=C(C(N(C2=CC(=CC=C12)Cl)C1=CC=CC=C1)=O)C(=O)OC1CC1